2-chloro-6-(3,5-dimethoxyphenyl)quinazolin-7-amine ClC1=NC2=CC(=C(C=C2C=N1)C1=CC(=CC(=C1)OC)OC)N